CC1(OB(OC1(C)C)C=1C=C(C=CC1)N1CCNCC1)C 4-(3-(4,4,5,5-tetramethyl-1,3,2-dioxaborolan-2-yl)phenyl)piperazine